tert-Butyl 4-(3-(2-fluoro-6-hydroxyphenyl)-5-(2-isopropylphenyl)-2-methylpyrido[2,3-d]pyridazin-8-yl)piperazine-1-carboxylate FC1=C(C(=CC=C1)O)C1=CC=2C(=C(N=NC2C2=C(C=CC=C2)C(C)C)N2CCN(CC2)C(=O)OC(C)(C)C)N=C1C